C1(CCC1)CC1(NC(OC2=C1C=CC=C2)=O)C=2OC=CC2 4-cyclobutylmethyl-4-(2-furyl)-1,3-benzoxazine-2(4H)-one